FCCCN1C[C@H](CC1)OC1=CC=C(C=C1)C1=C(CCCC2=C1C=CC(=C2)O)C=2C=CC1=C(N(C(CO1)=O)C)C2 6-[5-[4-[(3S)-1-(3-fluoropropyl)pyrrolidin-3-yl]oxyphenyl]-2-hydroxy-8,9-dihydro-7H-benzo[7]annulen-6-yl]-4-methyl-1,4-benzoxazin-3-one